FC=1NC2=CC(=CC(=C2C1)C1CN(C1)CCF)F 2,6-difluoro-4-[1-(2-fluoro-ethyl)azetidin-3-yl]indole